(S)-2-chloro-N-(3,4-difluorophenyl)-3-(2-((1-(3-methyl-1,2,4-oxadiazol-5-yl)ethyl)amino)-2-oxoacetyl)-5,6,7,8-tetrahydroindolizine-1-carboxamide ClC=1C(=C2CCCCN2C1C(C(=O)N[C@@H](C)C1=NC(=NO1)C)=O)C(=O)NC1=CC(=C(C=C1)F)F